3,6-dichloro-N-[2-(5-methyl-1,2,4-oxadiazol-3-yl)ethyl]pyridazine ClC=1NN(C(=CC1)Cl)CCC1=NOC(=N1)C